CC1=C(C=2N(C=C1C1=C(C=3N=C(SC3N1)N1[C@H](CN([C@@H](C1)C)C(C)C)C)C(C)C)N=CN2)C 5-(7,8-dimethyl-[1,2,4]triazolo[1,5-a]pyridin-6-yl)-6-isopropyl-2-((2S,5R)-4-isopropyl-2,5-dimethylpiperazin-1-yl)-4H-pyrrolo[3,2-d]thiazole